FC1=C(CN2C(N(C(C=C2NC2=CC3=CN(N=C3C=C2Cl)C)=O)CC(=O)O)=O)C=C(C(=C1)F)F 2-(3-(2,4,5-trifluorobenzyl)-4-(6-chloro-2-methyl-2H-indazol-5-ylamino)-2,3-dihydro-2,6-dioxopyrimidin-1(6H)-yl)acetic acid